2,6-di[(4S)-4-isopropyl-2-oxazolinyl]pyridine C(C)(C)[C@@H]1N=C(OC1)C1=NC(=CC=C1)C=1OC[C@@H](N1)C(C)C